(2S)-2-(4-(4-(3-(2,4-dihydroxy-5-isopropylphenyl)-5-(ethylcarbamoyl)-4H-1,2,4-triazol-4-yl)benzyl)piperazine-1-carbonyloxy)propanoic acid OC1=C(C=C(C(=C1)O)C(C)C)C1=NN=C(N1C1=CC=C(CN2CCN(CC2)C(=O)O[C@H](C(=O)O)C)C=C1)C(NCC)=O